ClC1=CC(=C2C(=N1)C=CN2COCC[Si](C)(C)C)CO (5-chloro-1-((2-(trimethylsilyl)ethoxy)methyl)-1H-pyrrolo[3,2-b]pyridin-7-yl)methanol